2-chloro-4-(2,3-dimethylphenyl)-7-(4-methylthiazol-5-yl)-1,5-naphthyridine-3-carbonitrile ClC1=NC2=CC(=CN=C2C(=C1C#N)C1=C(C(=CC=C1)C)C)C1=C(N=CS1)C